pyrido[3,2-b]indol-2-one N=1C(C=CC2=NC=3C=CC=CC3C21)=O